Cl.CC=1C=CC(=C(OC2=C(C#N)C=CC=C2)C1)CCCN1CCN(CC1)C 2-(5-methyl-2-(3-(4-methylpiperazin-1-yl)propyl)phenoxy)benzonitrile hydrochloride